C(=O)(O)[C-]1C=CC=C1.[C-]1(C=CC=C1)C(=O)O.[Fe+2] 1,1'-dicarboxyl-ferrocene